Cl.Cl.FC1=C(C=CC(=C1)[C@@H]1NC[C@@H](C1)O)C=1N=C2SC3=C(N2C1)C=C(C(=C3)C(=O)NC3CCN(CC3)C)OC 2-(2-fluoro-4-((cis)-4-hydroxypyrrolidin-2-yl)phenyl)-6-methoxy-N-(1-methylpiperidin-4-yl)benzo[d]imidazo[2,1-b]thiazole-7-carboxamide dihydrochloride